3-(3-(4-((methylamino)methyl)phenyl)-5-phenyl-3H-imidazo[4,5-b]pyridin-2-yl)pyridin-2-amine CNCC1=CC=C(C=C1)N1C(=NC=2C1=NC(=CC2)C2=CC=CC=C2)C=2C(=NC=CC2)N